C1(=CC=CC=C1)C=CCNC1=C(C=CC=C1)C(C)(C)C N-phenylallyl-o-tert-butylaniline